5-[5-methyl-1-(1-methyl-piperidine-4-carbonyl)-piperidin-3-yl]-quinoline-8-carbonitrile CC1CC(CN(C1)C(=O)C1CCN(CC1)C)C1=C2C=CC=NC2=C(C=C1)C#N